5-((diethoxyphosphoryl)fluoromethyl)benzo[b]thiophene-2-carboxylic acid perfluorophenyl ester FC1=C(C(=C(C(=C1F)F)F)F)OC(=O)C1=CC2=C(S1)C=CC(=C2)C(F)P(=O)(OCC)OCC